1,2-dimethyl-5-nitro-1H-imidazole CN1C(=NC=C1[N+](=O)[O-])C